C(C1=CC=CC=C1)N1CCC(CC1)CCNC(=O)N1[C@@H](CN(C[C@H]1C)C=1N=NC(=CC1)C#N)C (2R,6R)-N-[2-(1-benzylpiperidin-4-yl)ethyl]-4-(6-cyanopyridazin-3-yl)-2,6-dimethylpiperazine-1-carboxamide